ONC(=O)C=1C=NC(=NC1)N1CCC(CC1)CNCC1=CN(C2=CC=CC=C12)C N-Hydroxy-2-[4-({[(1-methyl-1H-indol-3-yl)methyl]amino}methyl)-1-piperidinyl]-5-pyrimidinecarboxamide